2-morpholinoethyl ((3S,5R,8R,9S,10S,13R,17S)-10,13-dimethyl-17-(2-oxo-2H-pyran-5-yl)-2,3,4,5,6,7,8,9,10,11,12,13,16,17-tetradecahydro-1H-cyclopenta[a]phenanthren-3-yl)(methyl)carbamate C[C@]12[C@H]3CC[C@@]4([C@H](CC=C4[C@@H]3CC[C@@H]2C[C@H](CC1)N(C(OCCN1CCOCC1)=O)C)C=1C=CC(OC1)=O)C